5-cyano-6-methoxynicotinic acid C(#N)C=1C(=NC=C(C(=O)O)C1)OC